C1C=C[C@@H](N1)C(=O)O 3,4-DEHYDRO-D-PROLINE